3-[(2-chloro-6-fluorobenzyl)sulfanyl]-5-(cyclopropylmethyl)[1,2,4]triazolo[4,3-a]pyrimidin ClC1=C(CSC2=NN=C3N2C(=CC=N3)CC3CC3)C(=CC=C1)F